[3-(difluoromethoxy)-2-[[2-methyl-4-(1-methylpyrazol-3-yl)phenoxy]methyl]phenyl]-4-methyltetrazol-5-one FC(OC=1C(=C(C=CC1)N1N=NN(C1=O)C)COC1=C(C=C(C=C1)C1=NN(C=C1)C)C)F